ClC=1C=CC(=C(C1)N1CCN(CC1)C(=O)[C@H]1[C@H](C1)C1=CC=C(C=C1)F)C (4-(5-Chloro-2-methylphenyl)piperazin-1-yl)((1R,2S)-2-(4-fluorophenyl)cyclopropyl)-methanone